C(CCCCCCCCCCCCCCCCC)C=1C(=C(C(C(=O)O)=CC1)C(=O)O)CCCCCCCCCCCCCCCCCC.C(C=1C(C(=O)OCCCCCCCCCCCCCCCCCC)=CC=CC1)(=O)OCCCCCCCCCCCCCCCCCC distearyl phthalate (DISTEARYL PhTHALATE)